FC=1C=C(C=CC1C(C)C)C1C(N(CC1)C(CN1N=NN=C1C(F)(F)F)=O)(C(=O)N)CC1=CC=CC=C1 3-fluoro-4-(propan-2-yl)phenyl[(phenyl)methyl]-1-{2-[5-(trifluoromethyl)-1H-1,2,3,4-tetrazol-1-yl]acetyl}pyrrolidine-2-carboxamide